(2R,6S)-N-{2-benzyl-2-azaspiro[3.3]heptan-6-yl}-4-(5-methanesulfonyl-pyrimidin-2-yl)-2,6-dimethylpiperazine-1-carboxamide C(C1=CC=CC=C1)N1CC2(C1)CC(C2)NC(=O)N2[C@@H](CN(C[C@@H]2C)C2=NC=C(C=N2)S(=O)(=O)C)C